CC=1C=C(C=CC1)[C@H]1[C@@H](CNC1)C(=O)O trans-4-(3-methyl-phenyl)-pyrrolidine-3-carboxylic acid